ClC1=CC=C(C=C1)C1=NN([C@@H]([C@@H]1C1=CC=CC=C1)C)\C(=N/S(=O)(=O)N1CC(CCC1)(F)F)\Cl (4S,5R,E)-3-(4-chlorophenyl)-N-((3,3-difluoropiperidin-1-yl)sulfonyl)-5-methyl-4-phenyl-4,5-dihydro-1H-pyrazole-1-carboximidoyl chloride